CC1=C(C(CC1)=O)N1CCCC1 3-methyl-2-(1-pyrrolidinyl)-2-cyclopenten-1-one